N-((3aR,5s,6aS)-2-(5-(3-cyano-6-(1-methyl-1H-pyrazol-4-yl)pyrazolo[1,5-a]pyridin-4-yl)pyrazin-2-yl)-5-methyloctahydrocyclopenta[c]pyrrol-5-yl)-6-methoxynicotinamide C(#N)C=1C=NN2C1C(=CC(=C2)C=2C=NN(C2)C)C=2N=CC(=NC2)N2C[C@@H]1[C@H](C2)CC(C1)(C)NC(C1=CN=C(C=C1)OC)=O